N-undecyl-imidazole triflate OS(=O)(=O)C(F)(F)F.C(CCCCCCCCCC)N1C=NC=C1